CC1C(=NOC1(C(=O)O)C)C1=CC(=CC(=C1)F)F methyl-3-(3,5-difluorophenyl)-5-methyl-4H-isoxazole-5-carboxylic acid